C(CC)C1=CC=C(CO)C=C1 p-n-propyl-benzyl alcohol